CN1C(N(C2=C1C=C(C=C2)N2C[C@@H](N(CC2)CCCNC)C)C2C(NC(CC2)=O)=O)=O 3-{3-methyl-5-[(3S)-3-methyl-4-[3-(methylamino)propyl]piperazin-1-yl]-2-oxo-1,3-benzodiazol-1-yl}piperidine-2,6-dione